OC1=NC=2C=CC3=C(C2N=C1)C1=C(S3)C(NCCN1)=O 3-hydroxy-9,10,11,12-tetrahydro-8H-[1,4]diazepino[5',6':4,5]thieno[3,2-f]quinoxalin-8-one